CC=1N=CC(=NC1C)N[C@@H]1C[C@H](CC1)N (1S,3S)-N1-(5,6-Dimethylpyrazin-2-yl)cyclopentane-1,3-diamine